trans-1,2-di-tert-butylphenyl-3,3-dibromocyclopropane C(C)(C)(C)[C@]1([C@@H](C=CC=C1)C(C)(C)C)C1CC1(Br)Br